O1CCN(CC1)C(CC1=CC=C(C=C1)C1=C2C(=NC=C1)NC=C2)=O 4-(4-(2-morpholino-2-oxoethyl)phenyl)-1H-pyrrolo[2,3-b]pyridin